N1N=CC=C1C=1C=CC(=NC1)N1C([C@@H]2N(CCN(C2)C#N)CC1)=O (R)-8-(5-(1H-pyrazol-5-yl)pyridin-2-yl)-9-oxooctahydro-2H-pyrazino[1,2-a]pyrazine-2-carbonitrile